S-ethyl 2-((((9H-fluoren-9-yl)methoxy)carbonyl)-L-phenylalanyl)-1-benzylhydrazine-1-carbothioate C1=CC=CC=2C3=CC=CC=C3C(C12)COC(=O)N[C@@H](CC1=CC=CC=C1)C(=O)NN(C(SCC)=O)CC1=CC=CC=C1